COCCN(C=1N=C(C=2N=C(N=C(C2N1)N1CC(N(CC1)C)=O)N(CCOC)CCO)N1CCC(CC1)OC)CCOC 4-(6-(bis(2-methoxyethyl)amino)-2-((2-hydroxyethyl)(2-methoxyethyl)amino)-8-(4-methoxypiperidin-1-yl)pyrimido[5,4-d]pyrimidin-4-yl)-1-methylpiperazin-2-one